tert-butyl (2-(6-(aminomethyl)-1-((1-methyl-1H-imidazol-4-yl)methyl)-1H-indol-3-yl)ethyl)carbamate NCC1=CC=C2C(=CN(C2=C1)CC=1N=CN(C1)C)CCNC(OC(C)(C)C)=O